6-(7-(4-cyclopropyl-1H-imidazol-1-yl)-3-methyl-1-oxoisoquinolin-2(1H)-yl)pyridinecarboxylic acid hydrazide C1(CC1)C=1N=CN(C1)C1=CC=C2C=C(N(C(C2=C1)=O)C1=CC=CC(=N1)C(=O)NN)C